C(CCCCCCC)(=O)OC=1C(C(=O)NC2=CC(=CC=C2)C(F)(F)F)=CC=CC1 n-octanoyl-3'-trifluoromethyl-salicylanilide